ClC=1C(=C(C=CC1)NC1=NC=NC2=CC=C(C(=C12)C1=CC=CC=C1)NC(\C=C\CN(C)C)=O)F (E)-N-(4-((3-chloro-2-fluorophenyl)amino)-5-phenylquinazolin-6-yl)-4-(dimethylamino)but-2-enamide